(E)-oxacyclohexadec-12-en O1CCCCCCCCCC\C=C\CCC1